tert-butyl [3-(4-{[cis-3-(trifluoromethoxy)cyclobutyl]carbamoyl}-1H-pyrazol-1-yl)bicyclo[1.1.1]pentan-1-yl]carbamate FC(O[C@H]1C[C@H](C1)NC(=O)C=1C=NN(C1)C12CC(C1)(C2)NC(OC(C)(C)C)=O)(F)F